C(C)(=O)[C@@]1(N(CCC1)C(=O)OC(C)(C)C)C |r| rac-tert-butyl 2-acetyl-2-methylpyrrolidine-1-carboxylate